C(C)(C)(C)[Sn](N(C(C)=O)C)(N(C(C)=O)C)N(C(C)=O)C t-butyltris(N-methylacetamido)tin(IV)